CC1=CC(=NN1CC(=O)N1CCC(CC1)C=1SC=C(N1)C1OCC2=C(CO1)C=CC=C2)C(F)(F)F 3-[2-(1-{[5-methyl-3-(trifluoromethyl)-1H-pyrazol-1-yl]acetyl}piperidin-4-yl)-1,3-thiazol-4-yl]-1,5-dihydro-2,4-benzodioxepin